(1R,3S)-3-(1-(tert-butyl)-5-((3-chloro-1,2,4-triazin-5-yl)amino)-1H-pyrazol-3-yl)cyclopentyl(1-methylcyclopropyl)carbamate C(C)(C)(C)N1N=C(C=C1NC=1N=C(N=NC1)Cl)[C@@H]1C[C@@H](CC1)N(C([O-])=O)C1(CC1)C